NC1=C(C(=NC(=N1)N1C[C@H](O[C@H](C1)C1=CNC(C=C1)=O)C)C12CC(C1)(C2)C(=O)OC)[N+](=O)[O-] methyl 3-[6-amino-2-[(2R,6S)-2-methyl-6-(6-oxo-1H-pyridin-3-yl)morpholin-4-yl]-5-nitro-pyrimidin-4-yl]bicyclo[1.1.1]pentane-1-carboxylate